tert-butyl 4-({4-bromo-2-cyanofuro[2,3-c]pyridin-5-yl}sulfanyl)piperidine-1-carboxylate BrC1=C2C(=CN=C1SC1CCN(CC1)C(=O)OC(C)(C)C)OC(=C2)C#N